2-[(R)-(3,4-dichlorophenyl)-hydroxy-methyl]-3-methyl-tetrahydrofuran-3,4-diol ClC=1C=C(C=CC1Cl)[C@H](C1OCC(C1(O)C)O)O